N-(1-(8-fluoro-2-(((2R,7aS)-2-fluorotetrahydro-1H-pyrrolizin-7a(5H)-yl)methoxy)-7-(3-hydroxynaphthalen-1-yl)pyrido[4,3-d]pyrimidin-4-yl)azepan-4-yl)-2-hydroxyacetamide FC1=C(N=CC2=C1N=C(N=C2N2CCC(CCC2)NC(CO)=O)OC[C@]21CCCN1C[C@@H](C2)F)C2=CC(=CC1=CC=CC=C21)O